C(C(C)(C)C)(=O)OOC(C)(C)CC tertiaryamyl peroxypivalate